C(C)(C)(C)OC(=O)NC(C(=O)OC)CCC1(COC1)N(C)C methyl 2-((tert-butoxycarbonyl)amino)-4-(3-(dimethylamino) oxetan-3-yl)butanoate